O1C=CC2=C1C=CC(=C2)N2C=C(C(=C2C)C(=O)C(=O)O)C N-(benzofuran-5-yl)-3,5-dimethyl-4-oxalo-pyrrole